FC=1C=C(C(=C(C(=O)N)C1)C)[N+](=O)[O-] 5-fluoro-2-methyl-3-nitrobenzamide